5-bromo-1-(1-ethoxyethyl)-3-(2-methylpyridin-4-yl)-1H-pyrazolo[3,4-b]Pyridine BrC=1C=C2C(=NC1)N(N=C2C2=CC(=NC=C2)C)C(C)OCC